ClC=1C=C(C(=NC1)OC1=CC(=CC=C1)C1=NC=CC=C1)C(=O)N[C@@H](C)C1=CC=C(C(=O)O)C=C1 4-[(1S)-1-({[5-chloro-2-(3-pyridin-2-ylphenoxy)pyridin-3-yl]carbonyl}amino)ethyl]benzoic acid